Cl.BrC1=NN(C(=C1C(=O)N)NCCCN1CCOCC1)[C@@H]1CN[C@H](C1)COC 3-bromo-1-[(3s,5r)-5-(methoxymethyl)pyrrolidin-3-yl]-5-[[3-(morpholin-4-yl)propyl]amino]pyrazole-4-carboxamide hydrochloride